4-(((1R)-1-(3-(difluoro(2-methyloxiran-2-yl)methyl)-2-fluorophenyl)ethyl)amino)-2,6,8,8-tetramethyl-6H-[1,4]oxazino[3,2-g]quinazolin-7(8H)-one FC(C=1C(=C(C=CC1)[C@@H](C)NC1=NC(=NC2=CC3=C(C=C12)N(C(C(O3)(C)C)=O)C)C)F)(C3(OC3)C)F